[Zn+2].CC(CC(C)=O)=O.CC(CC(C)=O)=O.CC(CC(C)=O)=O tris(2,4-pentanedione) zinc (II)